C(#N)CC=1C2=C(S(C1C#CC)(=O)=O)C(=CC=C2)NCCN(C)C 3-(3-(cyanomethyl)-7-((2-(dimethylamino)ethyl)amino)-1,1-dioxidobenzo[b]thiophen-2-yl)prop-2-yn